tert-Butyl 2-(3-bromo-5,8-dihydro-1,7-naphthyridin-7(6H)-yl)acetate BrC=1C=NC=2CN(CCC2C1)CC(=O)OC(C)(C)C